C(C)N1C2=NC(=NC(=C2N=C1N1CC(N(CC1)C)=O)N1CCC(CC1)O)N1N=C(C(=C1)C1=CC=CC=C1)OC 4-(9-ethyl-6-(4-hydroxypiperidin-1-yl)-2-(3-methoxy-4-phenyl-1H-pyrazol-1-yl)-9H-purin-8-yl)-1-methylpiperazin-2-one